tert-butyl N-{3-[4-({3-[(tert-butoxycarbonyl)amino]propyl}amino)butoxy]propyl}carbamate C(C)(C)(C)OC(=O)NCCCNCCCCOCCCNC(OC(C)(C)C)=O